C(C(=C)C)(=O)OCCC[SiH](OCC)OCC gamma-methacryloxypropyl-diethoxysilane